iodide disodium salt [Na+].[Na+].[I-].[I-]